1-[[2-(difluoro-methoxy)pyridin-4-yl]methyl]-3-[(1-methoxy-cyclobutyl)methyl]urea FC(OC1=NC=CC(=C1)CNC(=O)NCC1(CCC1)OC)F